C(C)(C)(C)OC(=O)N1CC2C(C(C1)C2)N[C@@H](COC2=NC(=NC(=C2)C2=C(C=CC=C2C)C)NS(=O)(=O)C=2C=C(C(=O)O)C=CC2)CC(C)(C)C 3-[[4-[(2R)-2-[(3-tert-Butoxycarbonyl-3-azabicyclo[3.1.1]heptan-6-yl)amino]-4,4-dimethyl-pentoxy]-6-(2,6-dimethylphenyl)pyrimidin-2-yl]sulfamoyl]benzoic acid